C(C)(C)(C)OC(=O)NCC=1C=C(C=C(C1)C(F)(F)F)C=1C=C2C=C(C(=NC2=CC1)N1CCN(CC1)C(=O)OC(C)(C)C)Cl tert-butyl 4-[6-[3-[(tert-butoxycarbonylamino)methyl]-5-(trifluoromethyl)phenyl]-3-chloro-2-quinolyl]piperazine-1-carboxylate